16-Hexacosenoic acid C(CCCCCCCCCCCCCCC=CCCCCCCCCC)(=O)O